C(CCCCCCC)C1=CC=C(C=C1)C1=NOC(=N1)[C@H]1N(CCC1)C(=N)N (S)-2-[3-(4-octylphenyl)-1,2,4-oxadiazol-5-yl]pyrrolidine-1-carboxamidine